OC(C(=O)N)(C)C1=CC=CC=C1 hydroxy-phenyl-propionamide